FC=1C=C(C=CC1[N+](=O)[O-])C1=NN(C=N1)C1=CC=C(C=C1)OCOC 3-(3-fluoro-4-nitrophenyl)-1-(4-(methoxymethoxy)phenyl)-1H-1,2,4-triazole